FC1=C(C=C(C=C1)C(=O)N1CCCC1)C1=NC=2C=CNC(C2C(=C1)NC1=NC=C(C=C1)N1CCC(CC1)O)=O 2-[2-fluoro-5-(pyrrolidine-1-carbonyl)phenyl]-4-[[5-(4-hydroxy-1-piperidyl)-2-pyridyl]amino]-6H-1,6-naphthyridin-5-one